methyl (Z,E)-9,12-tetradecadienoate C(CCCCCCC\C=C/C\C=C\C)(=O)OC